N1=NC(=CC=C1)C1C(C1)C(=O)N 2-pyridazin-3-yl-cyclopropanecarboxamide